C[Si](C)(C)C#CC=1C=C(C=CC1)C(C)O 1-(3-((trimethylsilyl)ethynyl)phenyl)ethan-1-ol